C(C(=O)CC(=O)O)C(=O)/C=C\C(=O)O 4-maleylacetoacetic acid